tert-Butyl 2-(4-(2-methoxyphenyl)-6-methylnicotinamido)-4,6-dihydro-5H-pyrrolo[3,4-d]thiazole-5-carboxylate COC1=C(C=CC=C1)C1=CC(=NC=C1C(=O)NC=1SC2=C(N1)CN(C2)C(=O)OC(C)(C)C)C